(2R)-2-amino-1-propanethiol hydrochloride Cl.N[C@@H](CS)C